N,3,3-trimethyl-2,4-dioxobutanamide CNC(C(C(C=O)(C)C)=O)=O